7-(4-(dimethylamino)benzamido)benzo[d][1,3]dioxole CN(C1=CC=C(C(=O)NC2=CC=CC3=C2OCO3)C=C1)C